N-(5-chloro-2-(dimethylamino)-3-methylisonicotinoyl)-O-((1R,3R)-3-(2-(5,6,7,8-tetrahydro-1,8-naphthyridin-2-yl)ethyl)cyclobutyl)-D-homoserine ClC1=CN=C(C(=C1C(=O)N[C@H](CCOC1CC(C1)CCC1=NC=2NCCCC2C=C1)C(=O)O)C)N(C)C